(4aR,6R,7R,8aR)-6-allyl-8-(4-(4-chloro-2,3-difluorophenyl)-1H-1,2,3-triazol-1-yl)-2,2-dimethylhexahydropyrano[3,2-d][1,3]dioxin-7-ol C(C=C)[C@@H]1[C@@H](C([C@H]2OC(OC[C@H]2O1)(C)C)N1N=NC(=C1)C1=C(C(=C(C=C1)Cl)F)F)O